(2S,3aS,4R,9bR)-Acetic acid 8-hydroxy-4-(4-hydroxy-phenyl)-1,2,3,3a,4,9b-hexahydro-cyclopenta[c]chromen-2-yl ester OC1=CC=2[C@H]3[C@@H]([C@@H](OC2C=C1)C1=CC=C(C=C1)O)C[C@H](C3)OC(C)=O